CN1C=C(C=CC1=O)C=1C=C2CC3(C(NC2=CC1)=O)CN(CC3)C#N 6'-(1-methyl-6-oxo-1,6-dihydropyridin-3-yl)-2'-oxo-1',4'-dihydro-2'H-spiro[pyrrolidine-3,3'-quinoline]-1-carbonitrile